2-(5,6-Difluoro-benzothiazol-2-ylamino)-1-methyl-1H-benzoimidazole-5-carboxylic acid ethylamide C(C)NC(=O)C1=CC2=C(N(C(=N2)NC=2SC3=C(N2)C=C(C(=C3)F)F)C)C=C1